BrC=1C=C(N(C1)C(C(=O)O)C(C)(C)C)C#N (4-bromo-2-cyano-1H-pyrrol-1-yl)-3,3-dimethylbutyric acid